Dimethyl-benzoanthracene CC1=C(C2=C(C=CC=3C=C4C=CC=CC4=CC23)C=C1)C